(R)-N-(7-chloro-6-(4-((3S,4S)-3-ethyl-4-hydroxytetrahydrofuran-3-yl)piperazin-1-yl)isoquinolin-3-yl)-6-oxaspiro[2.5]octane-1-carboxamide ClC1=C(C=C2C=C(N=CC2=C1)NC(=O)[C@@H]1CC12CCOCC2)N2CCN(CC2)[C@]2(COC[C@H]2O)CC